6-(3-((tert-butyldimethylsilyl)oxy)azetidin-1-yl)-[1,2,4]triazolo[1,5-a]pyridin-2-amine [Si](C)(C)(C(C)(C)C)OC1CN(C1)C=1C=CC=2N(C1)N=C(N2)N